C(OC1=CC=2CCCC(C2C=C1)C)(OC1=CC=C(C=C1)[N+](=O)[O-])=O 5-methyl-5,6,7,8-tetrahydronaphthalen-2-yl (4-nitrophenyl) carbonate